(3R,4R)-3-amino-4-(hydroxymethyl)pyrrolidine-1-carboxylic acid ethyl ester C(C)OC(=O)N1C[C@@H]([C@@H](C1)CO)N